2-(2,6-dioxopiperidin-3-yl)-5-((4-(4-((1S,2R)-6-hydroxy-2-phenyl-1,2,3,4-tetrahydronaphthalen-1-yl)phenyl)piperazin-1-yl)methyl)isoindoline-1,3-dione O=C1NC(CCC1N1C(C2=CC=C(C=C2C1=O)CN1CCN(CC1)C1=CC=C(C=C1)[C@@H]1[C@@H](CCC2=CC(=CC=C12)O)C1=CC=CC=C1)=O)=O